3-cyclobutylbenzamide C1(CCC1)C=1C=C(C(=O)N)C=CC1